1-(5-methyl-2-((tetrahydro-2H-pyran-4-yl)amino)pyrimidin-4-yl)-1H-imidazole-4-carboxylic acid methyl ester COC(=O)C=1N=CN(C1)C1=NC(=NC=C1C)NC1CCOCC1